N[C@@H](C(=O)NC=1C(=C(C=C(C1)CC=C)C1=CC(=C(C=C1)O)CC=C)O)CCCCN (R)-2,6-diamino-N-(3',5-diallyl-2,4'-dihydroxy-[1,1'-biphenyl]-3-yl)hexanamide